5-bromo-6-(cyclopropylmethoxy)picolinaldehyde BrC=1C=CC(=NC1OCC1CC1)C=O